FC1=C(C=C(C=C1F)C)C=1C=NC=2CCN(CC2C1)C=1C(=CC=2N(N1)C(C=C(N2)C)=O)C 7-(3-(2,3-difluoro-5-methylphenyl)-7,8-dihydro-1,6-naphthyridin-6(5H)-yl)-2,8-dimethyl-4H-pyrimido[1,2-b]pyridazin-4-one